3-chlorobenzyl ((2S)-1-((4-amino-3,4-dioxo-1-(2-oxo-1-azaspiro[4.5]decan-3-yl)butan-2-yl)amino)-3-cyclohexyl-1-oxopropan-2-yl)carbamate NC(C(C(CC1C(NC2(C1)CCCCC2)=O)NC([C@H](CC2CCCCC2)NC(OCC2=CC(=CC=C2)Cl)=O)=O)=O)=O